C1(=CC=CC=C1)CCCCCCCCNC(=O)N N-(phenyloctyl)urea